CC1=NC=C2C(=N1)N=CN2 Methylpurine